(R)-4-{2-[(6-bromopyridin-3-yl)oxy]ethyl}-1,3-dimethylpiperazin-2-one BrC1=CC=C(C=N1)OCCN1[C@@H](C(N(CC1)C)=O)C